N1=C2N(C=C1C=1C=C(C=CC1NC=1C=NC(=CC1)OC(F)(F)F)S(=O)(=O)NC)CCC2 3-(6,7-dihydro-5H-pyrrolo[1,2-a]imidazol-2-yl)-N-methyl-4-((6-(trifluoromethoxy)pyridin-3-yl)amino)benzenesulfonamide